4-(2-((3-(difluoro-methyl)-1-methyl-1H-pyrazol-4-yl)sulfonyl)propan-2-yl)-N-(2-methyl-pyrimidin-5-yl)piperidine-1-carboxamide FC(C1=NN(C=C1S(=O)(=O)C(C)(C)C1CCN(CC1)C(=O)NC=1C=NC(=NC1)C)C)F